1-methoxypropan-2-yl 3-{[(2E)-3-(benzenesulfonyl)prop-2-en-1-yl]carbamoyl}-2-oxo-1,2,5,6,7,8-hexahydro-1,6-naphthyridine-6-carboxylate C1(=CC=CC=C1)S(=O)(=O)/C=C/CNC(=O)C=1C(NC=2CCN(CC2C1)C(=O)OC(COC)C)=O